(1E)-3-methoxy-3-oxoprop-1-en COC(C=C)=O